5H-benzo[d]pyrazole N=1N=CC=2C1C=CCC2